ClC=1C(=C(C=CC1)NC1=NC(=CC=C1C(=O)O)C(C)C)N(C)C 2-[[3-chloro-2-(dimethylamino)phenyl]amino]-6-isopropylpyridine-3-carboxylic acid